cyclopentyl(3-fluorophenyl)methanone C1(CCCC1)C(=O)C1=CC(=CC=C1)F